1-(3-buten-1-oxy)-3-(3-butyn-1-oxy)-2-propanol dichlorophosphate P(=O)(Cl)(Cl)OC(COCCC=C)COCCC#C